C12CN(CC(N1)C2)C=2OC1=C(N2)C(=CC=C1C1=NN(C=C1)C)OC(C(C)(O)C)(F)F 1-((2-(3,6-diazabicyclo[3.1.1]heptan-3-yl)-7-(1-methyl-1H-pyrazol-3-yl)benzo[d]oxazol-4-yl)oxy)-1,1-difluoro-2-methylpropan-2-ol